[Rh].ClC1=C(CCC=CCC1)Cl dichloro(1,5-cyclooctadiene) rhodium